2-(4-(2-([1,1'-biphenyl]-4-ylamino)ethyl)phenoxy)-2-methylpropanoic acid C1(=CC=C(C=C1)NCCC1=CC=C(OC(C(=O)O)(C)C)C=C1)C1=CC=CC=C1